Tert-butyl (S)-4-(4-(6-(1-acetylpiperidin-3-yl)-2-(dimethylcarbamoyl)-7-fluoro-1H-indol-4-yl)-3-methoxyphenyl)piperazine-1-carboxylate C(C)(=O)N1C[C@@H](CCC1)C1=CC(=C2C=C(NC2=C1F)C(N(C)C)=O)C1=C(C=C(C=C1)N1CCN(CC1)C(=O)OC(C)(C)C)OC